CNC=1C2=C(N=C(N1)NC1CCC(CC1)NC(C)=O)NC=C2C2=NC=1N(C=C2)N=CC1 N-((1s,4s)-4-((4-(methylamino)-5-(pyrazolo[1,5-a]pyrimidin-5-yl)-7H-pyrrolo[2,3-d]pyrimidin-2-yl)amino)cyclohexyl)acetamide